[Ca].C(C)C1=CC=C(C=C1)OCC(CC(C)=O)=O 1-(4-ethylphenyl)oxy-2,4-pentanedione calcium